CN1CCN(CC1)C1CCN(CC1)C1=CC=C(C=C1)NC=1N=C(C2=C(N1)NC=C2C#N)N2OCC[C@H]2C2=CC=CC=C2 (S)-2-((4-(4-(4-methylpiperazin-1-yl)piperidin-1-yl)phenyl)amino)-4-(3-phenylisoxazolidin-2-yl)-7H-pyrrolo[2,3-d]pyrimidine-5-carbonitrile